FC1=CC=C(C=C1)CN1C(C(=C(C2=CC=CN=C12)O)C(=O)NC1CC2(C1)CCC2)=O 1-(4-fluorophenylmethyl)-4-hydroxy-2-oxo-N-(spiro[3.3]hept-2-yl)-1,2-dihydro-1,8-naphthyridine-3-carboxamide